ClCCCN1C=CC=C1 N-(3-chloropropyl)pyrrole